2-(1H-indol-3-yl)chroman N1C=C(C2=CC=CC=C12)C1OC2=CC=CC=C2CC1